BrC1=CC=C2C=3C(C4=C(C(C3NC2=C1)(C)C)C=C(C(=C4)C#N)N4CCC(CC4)N4CCCC4)=O 3-bromo-6,6-dimethyl-11-oxo-8-(4-(pyrrolidine-1-yl)piperidin-1-yl)-6,11-dihydro-5H-benzo[b]carbazole-9-carbonitrile